OC1(CC1)C1=NN(C=N1)C1CC2(CN(C2)C(=O)N2CC3(C2)CC(C3)CN3N=C(N=C3)C3(CC3)C(F)(F)F)C1 [6-[3-(1-hydroxycyclopropyl)-1,2,4-triazol-1-yl]-2-azaspiro[3.3]heptan-2-yl]-[6-[[3-[1-(trifluoromethyl)cyclopropyl]-1,2,4-triazol-1-yl]methyl]-2-azaspiro[3.3]heptan-2-yl]methanone